5-(3-Aminoazetidin-1-yl)-N-(4-((4-cyclobutylpiperidin-1-yl)sulfonyl)phenyl)-2-(N-methylmethylsulfonamido)benzamide NC1CN(C1)C=1C=CC(=C(C(=O)NC2=CC=C(C=C2)S(=O)(=O)N2CCC(CC2)C2CCC2)C1)N(S(=O)(=O)C)C